[4-(1-benzylpiperidin-4-ylmethyl)-piperazin-1-yl]-2-pyridin-2-yl-4,5,6,7-tetrahydro-2H-indazol-3-ol C(C1=CC=CC=C1)N1CCC(CC1)CN1CCN(CC1)C1C2=C(N(N=C2CCC1)C1=NC=CC=C1)O